trans-4-stilbeneformaldehyde C1(=CC=C(C=C1)C=O)\C=C\C1=CC=CC=C1